(R)-N-(2-(4-Cyanothiazolidin-3-yl)-2-oxoethyl)-6-(3,3-dimethylpyrrolidin-1-yl)-quinoline-4-carboxamide C(#N)[C@H]1N(CSC1)C(CNC(=O)C1=CC=NC2=CC=C(C=C12)N1CC(CC1)(C)C)=O